2-fluoro-3-propionylbenzonitrile FC1=C(C#N)C=CC=C1C(CC)=O